methyl 4-(2-((2R)-3-(allyloxy)-2-(tetrahydro-2H-pyran-3-carboxamido)propoxy)ethoxy)-3,5-dimethylbenzoate C(C=C)OC[C@H](COCCOC1=C(C=C(C(=O)OC)C=C1C)C)NC(=O)C1COCCC1